NCCC=1C=NC(=NC1)C1=C(C=C(C#N)C=C1)CN1C(=NC(=C1)CN1CCCC1)C 4-[5-(2-aminoethyl)pyrimidin-2-yl]-3-[[2-methyl-4-(pyrrolidin-1-ylmethyl)imidazol-1-yl]methyl]benzonitrile